4-[(4-aminophenyl)oxy]-1,3-benzenediamine NC1=CC=C(C=C1)OC1=C(C=C(C=C1)N)N